tert-butyl ((trans-4-(((5-chlorobenzofuran-2-yl)methyl)carbamoyl)cyclohexyl)methyl)carbamate ClC=1C=CC2=C(C=C(O2)CNC(=O)[C@@H]2CC[C@H](CC2)CNC(OC(C)(C)C)=O)C1